rac-tetrakis(N-methyl-3-pyridyl)tetrachloroporphine rac-tert-butyl-[(4-ethyl-2,5-dioxoimidazolidin-4-yl)methyl]carbamate C(C)(C)(C)N(C(O)=O)C[C@]1(NC(NC1=O)=O)CC.CN1CC(=CC=C1)C=1C2=C(C3=C(C(=C(N3C=3CN(C=CC3)C)C(=C3C=CC(C(=C4C=CC(=C(C(C1)=N2)Cl)N4)Cl)=N3)Cl)C=3CN(C=CC3)C)C=3CN(C=CC3)C)Cl |r|